FC1=CC=C2C=C(C=NC2=C1)C=1C=NN(C1)C 7-fluoro-3-(1-methyl-1H-pyrazol-4-yl)quinoline